Cl.CN(CCCCC(=O)O)C 5-(dimethylamino)pentanoic acid hydrochloride